6-chloro-5-(2-((3,3-difluoro-1-(hydroxymethyl)cyclobutyl)amino)-2-oxoacetyl)-N-(3,4-difluorophenyl)-2,3-dihydro-1H-pyrrolizine-7-carboxamide ClC1=C(N2CCCC2=C1C(=O)NC1=CC(=C(C=C1)F)F)C(C(=O)NC1(CC(C1)(F)F)CO)=O